C(C)OC(CC(C(C)C)(C(F)(F)F)O)=O 3-hydroxy-4-methyl-3-(trifluoro-methyl)pentanoic acid ethyl ester